tert-butyl (4R)-4-(2,2-difluoroacetyl)-2,2-dimethyl-1,3-oxazolidine-3-carboxylate FC(C(=O)[C@@H]1N(C(OC1)(C)C)C(=O)OC(C)(C)C)F